O1C(COCC1)COC1=NC(N2C(C3=CC=C(C=C3CC2)C#CC(C)C)=C1)=O 2-([1,4]Dioxan-2-ylmethoxy)-9-(3-methyl-but-1-ynyl)-6,7-dihydro-pyrimido[6,1-a]isoquinolin-4-one